FC(C1=NC=C(C=N1)C(=O)NC=1C=C(C(=NC1)C=1C=NN(C1NC(O[C@H](C)C=1C(=NC=C(C1)F)F)=O)C)F)F (R)-1-(2,5-difluoropyridin-3-yl)ethyl (4-(5-(2-(difluoromethyl)pyrimidine-5-carboxamido)-3-fluoropyridin-2-yl)-1-methyl-1H-pyrazol-5-yl)carbamate